5-methyl-4-oxo-3H-pyrido[2,3-d]Pyrimidine-7-carbonitrile CC1=CC(=NC=2N=CNC(C21)=O)C#N